8-bromo-6-methoxymethoxy-3,4-dihydronaphthalene-1-one BrC=1C=C(C=C2CCCC(C12)=O)OCOC